1-hydroxyhexyl-copper OC(CCCCC)[Cu]